FC1=C(C=CC(=C1C)F)C=1C=C2C(=NC1)N(C(N2CC2=NC=CN=C2)=O)C 6-(2,4-difluoro-3-methyl-phenyl)-3-methyl-1-(pyrazin-2-ylmethyl)imidazo[4,5-b]pyridin-2-one